COC(C1=CC(=C(C=C1)C#N)CBr)=O 3-(bromomethyl)-4-cyanobenzoic acid methyl ester